N-[(1R,3S)-3-{[3-cyano-6-fluoro-2-(trifluoromethyl)quinolin-4-yl]amino}cyclohexyl]-4-methoxybenzamide C(#N)C=1C(=NC2=CC=C(C=C2C1N[C@@H]1C[C@@H](CCC1)NC(C1=CC=C(C=C1)OC)=O)F)C(F)(F)F